C(C)C1=NN(C2=C1C(NCC1(CCOCC1)C2)=O)C[C@H](COC(C2=C(C(=CC=C2)Cl)OC)=O)C 3-Chloro-2-methoxy-benzoic acid [(2R)-3-(3-ethyl-4-oxo-spiro[6,8-dihydro-5H-pyrazolo[4,3-c]azepin-7,4'-tetrahydropyran]-1-yl)-2-methyl-propyl] ester